(2R)-2-{6-bromo-8-methylimidazo[1,2-a]pyrazin-2-yl}-1-methylpyrrolidine BrC=1N=C(C=2N(C1)C=C(N2)[C@@H]2N(CCC2)C)C